N-(3-(6-((1-acetylpiperidin-3-yl)ethynyl)-5-morpholinopyridin-3-yl)-4-methylphenyl)-2-(trifluoromethyl)isonicotinamide C(C)(=O)N1CC(CCC1)C#CC1=C(C=C(C=N1)C=1C=C(C=CC1C)NC(C1=CC(=NC=C1)C(F)(F)F)=O)N1CCOCC1